ClC1=C2CN(C(C2=CC(=C1)CNC1(CCC1)C)=O)C1=CC(=CC=C1)[C@H](C1=NN=CN1C)C1CC(C1)F 4-chloro-2-(3-((R)-((1r,3R)-3-fluorocyclobutyl)(4-methyl-4H-1,2,4-triazol-3-yl)methyl)phenyl)-6-(((1-methylcyclobutyl)amino)methyl)isoindolin-1-one